NC1=C(C=NN1C=1C=NC(=CC1C)OC1=C(C=CC=C1F)F)C1=C2C(=C3CCCN(C3=C1)C1CCN(CC1)C)C=C(N2)C=O 4-(5-amino-1-{6-[(2,6-difluorophenyl)oxy]-4-methylpyridin-3-yl}pyrazol-4-yl)[6-(1-methyl-hexahydropyridin-4-yl)-6,7,8,9-tetrahydro-3H-pyrrolo[3,2-f]quinolin-2-yl]methanone